C(C1=CC=CC=C1)OC=1C(=CC2=C(NC([C@H]3N(C2=O)CC(C3)=C)=O)C1)OC (S)-8-(Benzyloxy)-7-methoxy-2-methylene-1,2,3,11a-tetrahydro-5H-benzo[e]pyrrolo[1,2-a][1,4]diazepine-5,11(10H)-dione